CC(C#CO)(CC)C 3,3-dimethyl-pentynol